(1R)-3'-oxo-1',3'-dihydrospiro[cyclohexane-1,2'-inden] O=C1C2(CC3=CC=CC=C13)CCCCC2